C1(CCC1)N1C2=C(OCC1)C=C(C(=C2)OC)C2=C(C=CC(=C2)C=2C1=C(N=NC2)N(C=N1)CC)F 4-cyclobutyl-7-(5-(7-ethyl-7H-imidazo[4,5-c]pyridazin-4-yl)-2-fluorophenyl)-6-methoxy-2H-benzo[b][1,4]oxazine